C1(CC1)C1=C(C=C(C(=C1)[N+](=O)[O-])OC)N1CCC(CC1)N1CCN(CC1)C(=O)OC(C)(C)C tert-butyl 4-(1-(2-cyclopropyl-5-methoxy-4-nitrophenyl)piperidin-4-yl)piperazine-1-carboxylate